(3S,4S)-4-(3-bromo-5-chloro-1-methyl-pyrazol-4-yl)-N-[3-fluoro-2-(trifluoromethyl)phenyl]-1-methyl-2-oxo-pyrrolidine-3-carboxamide BrC1=NN(C(=C1[C@@H]1[C@H](C(N(C1)C)=O)C(=O)NC1=C(C(=CC=C1)F)C(F)(F)F)Cl)C